4-((4-((tert-Butyldiphenylsilyl)oxy)benzyl)amino)-3-methoxy-5-nitrobenzamide [Si](C1=CC=CC=C1)(C1=CC=CC=C1)(C(C)(C)C)OC1=CC=C(CNC2=C(C=C(C(=O)N)C=C2[N+](=O)[O-])OC)C=C1